FCCCN1CC(C1)=CC1=CC=C(C=C1)C1=C(CCCC2=C1C=CC(=C2)C(=O)OC)C2=C(C(=CC=C2)C)OC methyl 9-(4-((1-(3-fluoropropyl)azetidin-3-ylidene)methyl)phenyl)-8-(2-methoxy-3-methylphenyl)-6,7-dihydro-5H-benzo[7]annulene-3-carboxylate